CN1N=CC=2C1=NC(=CC2N2C[C@H]([C@H](CC2)C2=NC=C(C=C2C)N2CCNCC2)C)C 1,6-dimethyl-4-[cis-3-methyl-4-(3-methyl-5-piperazin-1-yl-2-pyridinyl)-1-piperidinyl]pyrazolo[3,4-b]pyridine